FC(C1=CC=C(C=N1)OCC1CC2(C1)CCN(CC2)C(=O)OC(C)(C)C)(F)F tert-butyl 2-(((6-(trifluoromethyl)pyridin-3-yl)oxy)methyl)-7-azaspiro[3.5]nonane-7-carboxylate